CS(=O)CC=1C=C(N)C=CC1 3-((methylsulfinyl)methyl)aniline